C(C1=CC=CC=C1)OC(C(=O)O)(C=O)OC benzyloxy-2-methoxy-3-oxo-propanoic acid